tert-butyl (3-fluoro-4-(3-iodo-1-((2-(trimethylsilyl)ethoxy)methyl)-1H-pyrazolo[4,3-d]pyrimidin-5-yl)-5-methylbenzyl)(methyl)carbamate FC=1C=C(CN(C(OC(C)(C)C)=O)C)C=C(C1C=1N=CC2=C(N1)C(=NN2COCC[Si](C)(C)C)I)C